3,5-Difluoro-4-(phenylethynyl)pyridine FC=1C=NC=C(C1C#CC1=CC=CC=C1)F